(R)-2-amino-5-(2,6-dimethoxyphenyl)-4-oxo-4,5-dihydrofuran-3-yl-5-d phenylmethanesulfonate C1(=CC=CC=C1)CS(=O)(=O)OC1=C(O[C@](C1=O)([2H])C1=C(C=CC=C1OC)OC)N